NCC=1C=C(C=CC1)N1N=C(C=C1C(=O)NC1=C(C=CC(=C1)C(N(C)C1CC1)C1=CC(=CC=C1)C#N)F)C(F)(F)F 1-(3-(aminomethyl)phenyl)-N-(5-((3-cyanophenyl)(cyclopropyl-methylamino)methyl)-2-fluorophenyl)-3-(trifluoromethyl)-1H-pyrazole-5-carboxamide